(S)-quinuclidin-3-yl (5-(2-fluoro-5-methylphenyl)-2,2-dimethyl-2,3-dihydro-1H-inden-1-yl)carbamat FC1=C(C=C(C=C1)C)C=1C=C2CC(C(C2=CC1)NC(O[C@@H]1CN2CCC1CC2)=O)(C)C